(2S,4RS)-4-fluoro-N-[(S)-phenyl[4-(propan-2-yl)phenyl]methyl]-1-[2-(1H-pyrazol-1-yl)acetyl]pyrrolidine-2-carboxamide F[C@@H]1C[C@H](N(C1)C(CN1N=CC=C1)=O)C(=O)N[C@H](C1=CC=C(C=C1)C(C)C)C1=CC=CC=C1 |&1:1|